FC(C)(F)C1=CC(=C(C=C1)C1=C(N=C(N=N1)N1CCC2C1CN(CC2)C)C)OC 1-(6-(4-(1,1-difluoroethyl)-2-methoxyphenyl)-5-methyl-1,2,4-triazin-3-yl)-6-methyloctahydro-1H-pyrrolo[2,3-c]pyridine